FC1=C(C(=CC(=C1)[N+](=O)[O-])F)N1CCN(CC1)C(=O)OC(C)(C)C tert-butyl 4-(2,6-difluoro-4-nitrophenyl)piperazine-1-carboxylate